cis-N-(4-fluoro-3-methylphenyl)-2-methyl-5,5a,6,7,8,9,9a,10-octahydro-2H-pyrido[3,4-f]pyrrolo[3,4-b][1,4,5]oxathiazocine-1-carboxamide 4,4-dioxide Hydrochloride Cl.FC1=C(C=C(C=C1)NC(=O)C=1N(C=C2C1OC[C@@H]1[C@H](NS2(=O)=O)CNCC1)C)C